C(C1=CC=CC=C1)N1C[C@@H](NCC1=O)C (S)-4-benzyl-2-methyl-5-oxopiperazin